(S)-2-amino-N-(2-(3',4'-difluoro-[1,1'-biphenyl]-4-yl)ethyl)pentanamide hydrochloride Cl.N[C@H](C(=O)NCCC1=CC=C(C=C1)C1=CC(=C(C=C1)F)F)CCC